OC1=C(C=CC=C1)C=1N=C(NC1)CC 2-hydroxy-phenyl-2-ethylimidazole